ClC=1C(=NN(C1NC(=O)N[C@@H]1CN(C[C@H]1C1=CC(=C(C=C1)F)F)CCOC)C1=CC=CC=C1)C=1C=NN(C1)CCOC 1-(4-chloro-1'-(2-methoxyethyl)-1-phenyl-1h,1'h-[3,4'-bipyrazole]-5-yl)-3-((3s,4r)-4-(3,4-difluorophenyl)-1-(2-methoxyethyl)pyrrolidin-3-yl)urea